BrC1=CC=CC(=N1)C1CN(CC1)C(=O)C=1N=C(C2=C(N1)OC(=C2)C)NC2(CC2)C [3-(6-bromopyridin-2-yl)pyrrolidine-1-carbonyl]-6-methyl-N-(1-methylcyclopropyl)furo[2,3-d]pyrimidin-4-amine